5-chloro-2-(1,2,2,6,6-Pentamethylpiperidin-4-yl)benzo[d]thiazole ClC=1C=CC2=C(N=C(S2)C2CC(N(C(C2)(C)C)C)(C)C)C1